[Na].N(CC(=O)O)CC(=O)O iminodiacetic acid sodium